BrC1=CC=C(C=C1)N1N=C(C=C1C)C(=O)OCC ethyl 1-(4-bromophenyl)-5-methylpyrazole-3-carboxylate